5-methyl-4-(trifluoromethyl)-1,3-thiazole-2-carbaldehyde CC1=C(N=C(S1)C=O)C(F)(F)F